CSC1=C(C=CC2=CC=CC=C12)B(O)O (1-(methylthio)naphthalen-2-yl)boronic acid